N-[2-(diethylamino)ethyl]acrylamide tert-Butyl-2-(4-(((tert-butyldiphenylsilyl)oxy)methyl)-6-(ethoxycarbonyl)-3-methylbenzo[b]thiophen-2-yl)-1H-indole-1-carboxylate C(C)(C)(C)OC(=O)N1C(=CC2=CC=CC=C12)C1=C(C2=C(S1)C=C(C=C2CO[Si](C2=CC=CC=C2)(C2=CC=CC=C2)C(C)(C)C)C(=O)OCC)C.C(C)N(CCNC(C=C)=O)CC